syN-(1,6-naphthyridin-2-yl)-7-[2-(2,2,2-trifluoroethoxy)phenyl]benzofuran-2-carboxamide tert-butyl-4-(6-(4-benzoylphenyl)-5-carbamoylpyridin-2-yl)-5,6-dihydropyridine-1(2H)-carboxylate C(C)(C)(C)OC(=O)N1CC=C(CC1)C1=NC(=C(C=C1)C(N)=O)C1=CC=C(C=C1)C(C1=CC=CC=C1)=O.N1=C(C=CC2=CN=CC=C12)C1=C(OC2=C1C=CC=C2C2=C(C=CC=C2)OCC(F)(F)F)C(=O)N